BrC1=C(C=C(C=C1C)CCC)C 2-bromo-1,3-dimethyl-5-propylbenzene